FC([C@@H]1[C@H](C1)C=1C=2N(N=C(C1)C=1C(=NC(=NC1)OC)OC)C=NC2)F 4-((1S,2S)-2-(difluoromethyl)cyclopropyl)-2-(2,4-dimethoxypyrimidin-5-yl)imidazo[1,5-b]pyridazine